FC1=C(C=CC=C1C1OC2=C(C1)C=C(C=C2)C(F)(F)F)C2=NOC(N2)=O 3-(2-fluoro-3-(5-(trifluoromethyl)-2,3-dihydrobenzofuran-2-yl)phenyl)-1,2,4-oxadiazol-5(4H)-one